8-methylsulfonyl-2-(2-methylthiazol-5-yl)-N-[(3R)-2,3,4,9-tetrahydro-1H-carbazol-3-yl]-6,7-dihydropyrimido[5,4-b][1,4]oxazin-4-amine CS(=O)(=O)N1C2=C(OCC1)C(=NC(=N2)C2=CN=C(S2)C)N[C@@H]2CCC=1NC3=CC=CC=C3C1C2